O=S1(CCC(CC1)CS(=O)(=O)[O-])=O 1,1-dioxo-thian-4-ylmethanesulfonate